NC(C(=O)O)CC1=C(C=CC=C1)O 2-amino-3-(2-hydroxyphenyl)propionic acid